(5S)-1-{[2-(4-chloro-2-fluorophenoxy)pyrimidin-5-yl]methyl}-5-methylpyrrolidin-2-one ClC1=CC(=C(OC2=NC=C(C=N2)CN2C(CC[C@@H]2C)=O)C=C1)F